sodium lauryl-β-aminopropionate C(CCCCCCCCCCC)OC(CCN)=O.[Na]